ClC1=NC=C(C(=C1)C=1C=CC=2C=3C=4NC[C@H](NC(C4SC3C=CC2N1)=O)C)F (15R)-5-(2-chloro-5-fluoro-4-pyridyl)-15-methyl-11-thia-6,14,17-triazatetracyclo[8.8.0.0^2,7.0^12,18]octadeca-1(10),2(7),3,5,8,12(18)-hexaen-13-one